chromen-6-one C1C=COC2=CCC(=O)C=C21